3-(5-(cyclopropylethynyl)-2-methylphenyl)-5-((4,4-difluorotetrahydro-2H-pyran-2-yl)methyl)-1,3,4-oxadiazol-2(3H)-one C1(CC1)C#CC=1C=CC(=C(C1)N1C(OC(=N1)CC1OCCC(C1)(F)F)=O)C